2-(2-(((2-chloro-5-cyanophenyl)amino)-2-oxoacetamido)-3-phenylpropionamido)benzoic acid ClC1=C(C=C(C=C1)C#N)NC(C(=O)NC(C(=O)NC1=C(C(=O)O)C=CC=C1)CC1=CC=CC=C1)=O